(S)-N-(1-(3-([1,1'-biphenyl]-2-ylethynyl)-1H-indazole-5-carbonyl)pyrrolidin-3-yl)-2,3-dihydrobenzo[b][1,4]dioxine-6-carboxamide C1(=C(C=CC=C1)C#CC1=NNC2=CC=C(C=C12)C(=O)N1C[C@H](CC1)NC(=O)C1=CC2=C(OCCO2)C=C1)C1=CC=CC=C1